C1=C(C=C2C=CC3=CC(=CC4=CC=C1C2=C34)B(O)O)B(O)O 2,7-pyrenebisboronic acid